C(C)OP(=O)(OCC)CS(=O)(=O)OCC Ethyl (diethyl phosphono)methanesulfonate